1-methyl-3-(2-methyl-5-(trifluoromethyl)pyridin-3-yl)-1-(2-(pyrazolo[5,1-b]thiazole-7-carbonyl)-2-azaspiro[3.3]heptan-6-yl)urea CN(C(=O)NC=1C(=NC=C(C1)C(F)(F)F)C)C1CC2(CN(C2)C(=O)C=2C=NN3C2SC=C3)C1